Bis(3-triethoxysilylpropyl)disulfide C(C)O[Si](CCCSSCCC[Si](OCC)(OCC)OCC)(OCC)OCC